Methyl 3-((2-aminohex-4-en-1-yl)oxy)-4-chloro-5-nitrobenzoate NC(COC=1C=C(C(=O)OC)C=C(C1Cl)[N+](=O)[O-])CC=CC